2-fluoro-3,5-dimethyl-4-((7-methyl-8-oxo-9-(tetrahydro-2H-pyran-4-yl)-8,9-dihydro-7H-purin-2-yl)amino)benzamide FC1=C(C(=O)N)C=C(C(=C1C)NC1=NC=C2N(C(N(C2=N1)C1CCOCC1)=O)C)C